(S)-N-(5-((6-chloro-4-methoxy-3-nitropyridin-2-yl)amino)-2,3-dihydro-1H-inden-1-yl)acetamide ClC1=CC(=C(C(=N1)NC=1C=C2CC[C@@H](C2=CC1)NC(C)=O)[N+](=O)[O-])OC